C(C=C)N1N(C2=NC(=NC=C2C1=O)NC1=CC(=C(C=C1)N1CCN(CC1)C)C)C1=CC=C2C(=N1)[C@](CC2)(O)CC (S)-2-allyl-1-(7-ethyl-7-hydroxy-6,7-dihydro-5H-cyclopenta[b]pyridin-2-yl)-6-((3-methyl-4-(4-methylpiperazin-1-yl)phenyl)amino)-1,2-dihydro-3H-pyrazolo[3,4-d]pyrimidin-3-one